C(=O)(O)C1CC2=CC(=CC=C2CC1)OC1=CC=C(C=C1)[N+](=O)[O-] 2-carboxy-7-(4-nitrophenoxy)-1,2,3,4-tetrahydronaphthalene